ClC1=CC=C(C2=C1N(C(=N2)N2C(=CC=C2C)C)C)CC2CNCCO2 2-[[7-chloro-2-(2,5-dimethylpyrrol-1-yl)-1-methyl-benzimidazol-4-yl]methyl]morpholine